C(CCC)NCCCC dinormal butyl-amine